C[Si]1(CCC(CC1)NC(=O)C1=CC=2C(=NC(=C(C2F)F)C)N1)C N-(1,1-dimethylsilinan-4-yl)-4,5-difluoro-6-methyl-1H-pyrrolo[2,3-b]pyridine-2-carboxamide